N1=CC=CC2=CC(=CC=C12)C(C)N1C=NC=2C1=NC(=CN2)C=2C=CC(=NC2)N 5-(1-(1-(quinolin-6-yl)ethyl)-1H-imidazo[4,5-b]pyrazin-6-yl)pyridin-2-amine